COC1(CCN(CC1)C1=C(C(NC2=CN=C(C=C12)C=C)=O)C#N)C 4-(4-methoxy-4-methylpiperidin-1-yl)-2-oxo-6-vinyl-1,2-dihydro-1,7-naphthyridine-3-carbonitrile